FC=1C=CC(=C2C=C(N(C12)CCNC1=NC=NC(=C1)C1=CC=C(C=C1)C=1SC(=NN1)NC)C)OC [2-(7-Fluoro-4-methoxy-2-methyl-indol-1-yl)-ethyl]-{6-[4-(5-methylamino-[1,3,4]thiadiazol-2-yl)-phenyl]-pyrimidin-4-yl}-amin